N-(5-((2-(2,2-dimethylpyrrolidin-1-yl)ethyl)carbamoyl)-2-methylpyridin-3-yl)-6-(isothiazol-4-yl)pyrazolo[1,5-a]pyrazine-3-carboxamide CC1(N(CCC1)CCNC(=O)C=1C=C(C(=NC1)C)NC(=O)C=1C=NN2C1C=NC(=C2)C=2C=NSC2)C